(R)-N-((R)-3,3-difluoro-1-(hydroxymethyl)cyclopentyl)-3-(3-(difluoromethoxy)phenyl)-1-(5-fluoropyridin-2-yl)-4,5,6,7-tetrahydro-1H-indazole-6-carboxamide FC1(C[C@](CC1)(CO)NC(=O)[C@@H]1CCC=2C(=NN(C2C1)C1=NC=C(C=C1)F)C1=CC(=CC=C1)OC(F)F)F